Bicyclo[1.1.1]Pentane-1,3-dicarboxylic acid dimethyl ester COC(=O)C12CC(C1)(C2)C(=O)OC